(6-(5-(2-fluoro-5-methylphenyl)-4-(trifluoromethyl)-1H-pyrazol-1-yl)-2-azaspiro[3.3]heptan-2-yl)methanone FC1=C(C=C(C=C1)C)C1=C(C=NN1C1CC2(CN(C2)C=O)C1)C(F)(F)F